4-(2-iodobenzofuran-7-yl)-N-(3-morpholinophenyl)pyrimidin-2-amine IC=1OC2=C(C1)C=CC=C2C2=NC(=NC=C2)NC2=CC(=CC=C2)N2CCOCC2